1,9-bis(diphenylphosphino)nonane C1(=CC=CC=C1)P(CCCCCCCCCP(C1=CC=CC=C1)C1=CC=CC=C1)C1=CC=CC=C1